C(C)(C)(C)OC(=O)N1CCN(CC1)CCOC1CC(C1)OCC1=CC=CC=C1.OC=1C=C(C=C(C1)O)/C=C/C(=O)NCCNC(\C=C\C=1SC=CC1)=O (E)-3-(3,5-dihydroxyphenyl)-N-(2-((E)-3-(thiophen-2-yl)acrylamido)ethyl)acrylamide Tert-Butyl-4-(2-((1s,3s)-3-(benzyloxy)cyclobutoxy)ethyl)piperazine-1-carboxylate